(R)-3-(5-(1-(3,5-dimethyl-pyridazin-4-yl)ethoxy)-6-methoxy-1H-indazol-3-yl)-5-methoxy-benzonitrile CC=1N=NC=C(C1[C@@H](C)OC=1C=C2C(=NNC2=CC1OC)C=1C=C(C#N)C=C(C1)OC)C